2-(2H-benzotriazole-2-yl)-4-methyl-6-(2-methyl-2-propen-1-yl)-phenol N=1N(N=C2C1C=CC=C2)C2=C(C(=CC(=C2)C)CC(=C)C)O